C1(CC1)C1=C(C(=NO1)C1=C(C=CC=C1Cl)Cl)CO[C@@]12N(C[C@@H](CC1)C2)C=2C=CC=C(C(=O)O)C2 (1S,4S,5R)-5-[[5-cyclopropyl-3-(2,6-dichlorophenyl)-1,2-oxazol-4-yl]methoxy-2-azabicyclo[2.2.1]heptan-2-yl]benzoic acid